[Si](OO[SiH3])(OC)(OC)OC siloxy trimethyl silicate